ClC1=CC=C(C(=N1)C(=O)O)N[C@H](C)C1=C2N=C(C(=NC2=CC(=C1)C)C#N)N1C[C@@]2(CC2C1)F 6-chloro-3-(((1R)-1-(2-cyano-3-((1S)-1-fluoro-3-azabicyclo[3.1.0]hexan-3-yl)-7-methylquinoxalin-5-yl)ethyl)amino)picolinic acid